[Na+].[Na+].C(CCC)C1CC(C(CC1)C(=O)[O-])C(=O)[O-] 4-n-butylcyclohexane-1,2-dicarboxylic acid, disodium salt